1,3,4-oxadiazol-2(3H)-thione O1C(NN=C1)=S